[Cl-].C(CCCCCCCC)N1CN(C=C1)C 1-nonyl-3-methylimidazole chloride